(1-Ethyl-2,3,4,5-tetramethylcyclopentadienyl)(2-methyl-4-phenylindenyl)zirconium dichloride [Cl-].[Cl-].C(C)C1(C(=C(C(=C1C)C)C)C)[Zr+2]C1C(=CC2=C(C=CC=C12)C1=CC=CC=C1)C